N-(cis-1-(cyclobutylcarbonyl)-2-((5-fluorobiphenyl-3-yl)methyl)pyrrolidin-3-yl)methanesulfonamide C1(CCC1)C(=O)N1[C@H]([C@H](CC1)NS(=O)(=O)C)CC=1C=C(C=C(C1)F)C1=CC=CC=C1